Cl.COC1=CC=C2C=NNC2=C1 6-methoxy-1H-indazole hydrochloride